O1CCN(CC1)C1=CC=C(C(=O)NC=2C=C(C=CC2)NC(=O)N2CCN(CC2)C2=NC=CC=N2)C=C1 N-(3-(4-morpholinobenzamido)phenyl)-4-(pyrimidin-2-yl)piperazine-1-carboxamide